(2-amino-6-fluoro-phenyl)boronic acid pinacol ester NC1=C(C(=CC=C1)F)B1OC(C)(C)C(C)(C)O1